ferric nitrosalicylate [N+](=O)([O-])OC=1C(C(=O)[O-])=CC=CC1.[Fe+3].[N+](=O)([O-])OC=1C(C(=O)[O-])=CC=CC1.[N+](=O)([O-])OC=1C(C(=O)[O-])=CC=CC1